(R)-3-(5-(3,5-difluorobenzyl)-1,2,4-oxadiazol-3-yl)-3-hydroxy-1-(1H-indol-5-yl)pyrrolidin-2-one FC=1C=C(CC2=NC(=NO2)[C@]2(C(N(CC2)C=2C=C3C=CNC3=CC2)=O)O)C=C(C1)F